FC1=CC=C(C=C1)[C@H](C)OC=1C=C(C=CC1NS(=O)(=O)CC(F)(F)F)C1=NNC(=C1C(=O)N)NC1=NC=C(N=C1)C (S)-3-(3-(1-(4-fluorophenyl)ethoxy)-4-((2,2,2-trifluoroethyl)sulfonamido)phenyl)-5-((5-methylpyrazin-2-yl)amino)-1H-pyrazole-4-carboxamide